BrC1=CC=C(C=C1)C1=CC=C(C=C1)C(=O)OC methyl 4'-bromo-[1,1'-biphenyl]-4-carboxylate